ClC1=C(C=C2C=C(N=CC2=C1)NC(=O)[C@H]1C(C1)C1CCOCC1)N1CCN(CC1)[C@@]1(COC[C@@H]1F)C (R)-N-[7-chloro-6-[4-((3R,4R)-4-fluoro-3-methyl-tetrahydrofuran-3-yl)piperazin-1-yl]-3-isoquinolyl]-2-tetrahydropyran-4-yl-cyclopropanecarboxamide